O=C1CCC(C1)C(=O)O 5-oxocyclopentane-2-carboxylic acid